CN1C(=NC2=C1C=CC(=C2)C2=C(C=CC(=N2)C#N)C2=CN=C(O2)CC(C(F)(F)F)(C)C)C 6-(1,2-dimethyl-1H-benzo[d]imidazol-5-yl)-5-(2-(3,3,3-trifluoro-2,2-dimethylpropyl)oxazol-5-yl)picolinonitrile